N-((6-(2-(isoxazol-3-yl)ethyl)-5-(trifluoromethoxy)-1H-indol-2-yl)methyl)azetidine-1-carboxamide O1N=C(C=C1)CCC1=C(C=C2C=C(NC2=C1)CNC(=O)N1CCC1)OC(F)(F)F